NC1=C(C(=O)[O-])C=C(C=C1)N 2,5-diaminobenzoate